1-(4-(2-Methoxypyrimidin-4-yl)benzyl)-4-(propan-1-yn-1-yl)-1H-indazole-7-carboxylic acid COC1=NC=CC(=N1)C1=CC=C(CN2N=CC3=C(C=CC(=C23)C(=O)O)C#CC)C=C1